(1R,2R,3R)-N-[7-chloro-6-[4-((3R,4R)-4-hydroxy-3-methyl-tetrahydrofuran-3-yl)piperazin-1-yl]-3-isoquinolinyl]-2-methyl-3-(1-methylpyrazol-3-yl)cyclopropanecarboxamide ClC1=C(C=C2C=C(N=CC2=C1)NC(=O)[C@@H]1[C@@H]([C@H]1C1=NN(C=C1)C)C)N1CCN(CC1)[C@@]1(COC[C@@H]1O)C